2-[2-(diethylamino)ethyl]-N-[1-[3-(dimethylamino)phenyl]ethyl]-4-(trifluoromethyl)-5-thiazolecarboxamide C(C)N(CCC=1SC(=C(N1)C(F)(F)F)C(=O)NC(C)C1=CC(=CC=C1)N(C)C)CC